3-butyl-8-((6-chloropyridin-3-yl)methyl)pyrido[2,3-d]pyrimidine-2,4(3H,8H)-dione C(CCC)N1C(N=C2C(C1=O)=CC=CN2CC=2C=NC(=CC2)Cl)=O